tert-butyl (S)-3-((4-((2-fluoro-4-((1-(2-methoxypyrimidin-5-yl)-1H-pyrazol-3-yl)oxy)phenyl)amino)-7-methoxyquinazolin-6-yl)amino)pyrrolidine-1-carboxylate FC1=C(C=CC(=C1)OC1=NN(C=C1)C=1C=NC(=NC1)OC)NC1=NC=NC2=CC(=C(C=C12)N[C@@H]1CN(CC1)C(=O)OC(C)(C)C)OC